ClC1=C(C=CC=C1C1=C(C(=CC=C1)C1=NC(=C(C=C1)CN1CC2(C1)NC(CC2)=O)OC)Cl)C2=CC(=C(C=C2)OCC=O)OC 2-((2',2''-dichloro-3-methoxy-3''-(6-methoxy-5-((6-oxo-2,5-diazaspiro[3.4]octan-2-yl)methyl)pyridin-2-yl)-[1,1':3',1''-terphenyl]-4-yl)oxy)acetaldehyde